Cl.C(C)N(CCNC(C=C)=O)CC N-(2-(Diethylamino)ethyl)acrylamide hydrochloride